C(#N)\C(\C(=O)OCC)=C\1/COCC1 ethyl (E)-2-cyano-2-(dihydrofuran-3(2H)-ylidene)acetate